(R)-7-(2-cyclopropyl-benzyl)-5-[1-(2-difluoromethyl-6-fluoro-phenyl)-piperidin-4-yl]-2,4-dimethyl-2,4,5,7-tetrahydro-pyrazolo[3,4-d]pyrimidin-6-one C1(CC1)C1=C(CN2C(N([C@@H](C=3C2=NN(C3)C)C)C3CCN(CC3)C3=C(C=CC=C3F)C(F)F)=O)C=CC=C1